ClC=1C=CC2=C(N(CC(O2)C(=O)NC23CC(C2)(C3)NC(COC3=CC(=C(C=C3)Cl)F)=O)S(=O)(=O)C3=CN=C(N3C)C)C1 6-chloro-N-{3-[2-(4-chloro-3-fluorophenoxy)acetamido]bicyclo[1.1.1]pentan-1-yl}-4-(1,2-dimethyl-1H-imidazole-5-sulfonyl)-3,4-dihydro-2H-1,4-benzoxazine-2-carboxamide